3-(6-oxo-1'-((1,2,3,4-tetrahydronaphthalen-1-yl)methyl)-6,8-dihydro-2H,7H-spiro[furo[2,3-e]isoindole-3,4'-piperidin]-7-yl)piperidine-2,6-dione O=C1N(CC2=C3C(=CC=C12)C1(CCN(CC1)CC1CCCC2=CC=CC=C12)CO3)C3C(NC(CC3)=O)=O